methyl 2-((tert-butoxycarbonyl)amino)-3-(4-chlorobutanamido)propanoate C(C)(C)(C)OC(=O)NC(C(=O)OC)CNC(CCCCl)=O